6-methyl-N-[(3S)-pyrrolidin-3-yl]pyridin-2-amine, dihydrochloride salt Cl.Cl.CC1=CC=CC(=N1)N[C@@H]1CNCC1